NC1=CC=NN1C1=NN=C(S1)NC(=O)C1=CC(=C(C(O1)=O)OCCOC)C1=C(C=CC=C1OC)OC N-(5-(5-amino-1H-pyrazol-1-yl)-1,3,4-thiadiazol-2-yl)-4-(2,6-dimethoxyphenyl)-3-(2-methoxyethoxy)-2-oxo-2H-pyran-6-carboxamide